O=C(C(=O)[O-])C(CC)C Alpha-Keto-Beta-Methylvalerate